6-(3-(4,4-difluoro-4-(4-methoxypyridin-3-yl)butanoyl)-3,8-diazabicyclo[3.2.1]octan-8-yl)nicotinonitrile FC(CCC(=O)N1CC2CCC(C1)N2C2=NC=C(C#N)C=C2)(C=2C=NC=CC2OC)F